FC(C(=O)O)(F)F.C1(C2N(C(CN1)=O)CCNC2)=O tetrahydro-2H-pyrazino[1,2-a]pyrazine-1,4(3H,6H)-dione trifluoroacetate